(5-(4-bromo-3-fluorophenyl)-5-oxopentyl)carbamic acid tert-butyl ester C(C)(C)(C)OC(NCCCCC(=O)C1=CC(=C(C=C1)Br)F)=O